S(=O)(=O)([O-])[O-].[Cu+2].ClNC(=O)N Chlorourea copper sulfate